1-(4-{5-[4-cyclopropyl-3-(trifluoromethyl)phenyl]-7-[{[1-(methoxymethyl)cyclopentyl]methyl}(methyl)amino]-1H-imidazo[4,5-b]pyridin-2-yl}phenyl)piperidine-4-carboxylic acid C1(CC1)C1=C(C=C(C=C1)C1=CC(=C2C(=N1)N=C(N2)C2=CC=C(C=C2)N2CCC(CC2)C(=O)O)N(C)CC2(CCCC2)COC)C(F)(F)F